CN(C(=O)C1=NOC(=C1)CCCOC1=C(C=C(C=C1)C1=NOC(=N1)C(F)(F)F)C)C N,N-dimethyl-5-(3-{2-methyl-4-[5-(trifluoromethyl)-1,2,4-oxadiazol-3-yl]-phenoxy}propyl)isoxazole-3-carboxamide